C(C)S(=O)(=O)CCNC(=O)C1=CC2=C(N(C(=N2)NC=2SC3=C(N2)C=CC(=C3)OC(F)(F)F)C)C=C1 1-Methyl-2-(6-trifluoromethoxy-benzothiazol-2-ylamino)-1H-benzoimidazole-5-carboxylic acid (2-ethylsulfonyl-ethyl)-amide